C(C)(C)(C)SSC(C)(C)C di-tert-butyl disulphide